FCCCCCCCC(=O)O 8-fluorocaprylic acid